FC1=CC=C(C=C1)C(C)(N)C=1C=NC(=NC1)N1CCNCC1 1-(4-fluorophenyl)-1-[2-(piperazin-1-yl)pyrimidin-5-yl]ethan-1-amine